2-(3-chloro-5-fluorophenyl)-1,3-oxazole-5-carboxamide ClC=1C=C(C=C(C1)F)C=1OC(=CN1)C(=O)N